C(C)(C)C1=C(C(=CC(=C1)C(C)C)C(C)C)S(=O)(=O)OC1=NC(=NC2=C3C(=C(C=C12)Br)CCCC3)C 6-bromo-2-methyl-7,8,9,10-tetrahydrobenzo[h]quinazolin-4-yl 2,4,6-triisopropylbenzenesulfonate